C[C@](N)(CCC(N)=O)C(=O)O α-methyl-Glutamine